NCCCCC[N-]O N-(5-aminopentyl)-N-hydroxyamide